2,3-dihydroxybutanedial OC(C=O)C(C=O)O